(Z)-oct-3-en-1-yl methanesulfonate CS(=O)(=O)OCC\C=C/CCCC